(S)-4-(4-acryloyl-2-methylpiperazin-1-yl)-6-fluoro-1-(2-isopropyl-6-(methylsulfonyl)phenyl)-7-(1-methyl-2-oxo-1,2-dihydropyridin-3-yl)pyridino[2,3-d]pyrimidin-2(1H)-one C(C=C)(=O)N1C[C@@H](N(CC1)C=1C2=C(N(C(N1)=O)C1=C(C=CC=C1S(=O)(=O)C)C(C)C)N=C(C(=C2)F)C=2C(N(C=CC2)C)=O)C